N-(1-benzyl-1,3-dimethyl-butyl)-7,8-difluoro-quinoline-3-carboxamide C(C1=CC=CC=C1)C(CC(C)C)(C)NC(=O)C=1C=NC2=C(C(=CC=C2C1)F)F